(1R,2R)-2',6'-Diethoxy-5-methyl-4'-pentyl-2-(prop-1-en-2-yl)-1,2,3,4-tetrahydro-1,1'-biphenyl C(C)OC1=C(C(=CC(=C1)CCCCC)OCC)[C@H]1[C@@H](CCC(=C1)C)C(=C)C